C[SH-]C(OCC12CCC(CC1)(CC2)F)=S O-((4-fluoro-bicyclo(2.2.2)octan-1-yl) methyl) S-methyldithiocarbonate